undeca-3,8-dien-6-ol CCC=CCC(CC=CCC)O